NC1=C2C(=NC=N1)NN=C2 4-aminopyrazolo[3,4-d]pyrimidine